2-azaspiro[3.3]Heptane-2-carboxylic acid tert-butyl ester C(C)(C)(C)OC(=O)N1CC2(C1)CCC2